bis(2-hydroxyethyl)-isophthalic acid dicarbamate C(N)(O)=O.C(N)(O)=O.OCCC1=CC(=C(C=C1C(=O)O)C(=O)O)CCO